(2S)-4,4-difluoropyrrolidine-2-carbonitrile hydrochloride Cl.FC1(C[C@H](NC1)C#N)F